C(C)(=O)[O-].C[NH+]1CC(CC1)CC 1-Methyl-3-ethylpyrrolidinium acetat